7-methyl-3-phenyl-2-(3-{[(2S)-pyrrolidin-2-yl]methoxy}pyridin-4-yl)-1H-pyrrolo[3,2-b]pyridine hydrogen chloride Cl.CC1=C2C(=NC=C1)C(=C(N2)C2=C(C=NC=C2)OC[C@H]2NCCC2)C2=CC=CC=C2